ClC=1C=C(C=NC1)C1=NNC2=CC=C(C=C12)NC(C1=NC=C(C=C1C)C#N)=O N-(3-(5-chloropyridin-3-yl)-1H-indazol-5-yl)-5-cyano-3-methylpicolinamide